[Cl-].ClC=1C=CC2=C(C(=NO2)NC2CC(C2)[NH3+])C1 (1r,3r)-3-((5-chlorobenzo[d]isoxazol-3-yl)amino)cyclobutan-1-aminium chloride